methylsilanetriyl-triacetate COC(C[SiH](CC(=O)[O-])CC(=O)[O-])=O